C(C)(C)C(C=1C(=CC(=CC1)N=C=O)N=C=O)C(C)C diisopropyltolylene diisocyanate